Cl.Cl.BrC=1C=NN2C1N=C1C(=C2N[C@@H]2CNCC2)CCC12CCCCC2 (S)-3'-Bromo-N-(pyrrolidin-3-yl)-6',7'-dihydrospiro[cyclohexane-1,5'-cyclopenta[d]pyrazolo[1,5-a]pyrimidine]-8'-amine dihydrochloride